CC1=C(C=CC=C1NC(=O)C1=CC(=C(C=N1)CN(C)CC(=O)O)C1CC1)C1=C(C(=CC=C1)NC(=O)C1=CC(=C(C=N1)CN(C)CC(=O)O)C1CC1)C 2,2'-((((((2,2'-dimethyl-[1,1'-biphenyl]-3,3'-diyl)bis(azanediyl))bis(carbonyl))bis(4-cyclopropylpyridine-6,3-diyl))bis(methylene))bis(methylazanediyl))diacetic acid